COC1=C(C=C(C=C1)N1C(N(CCC1)CC1=C2C(=NC=C1)N(CC2=O)CC(=O)N(C)C)=O)OCCCCC 2-(4-((3-(4-methoxy-3-(pentyloxy)phenyl)-2-oxotetrahydropyrimidin-1(2H)-yl)methyl)-3-oxo-2,3-dihydro-1H-pyrrolo[2,3-b]pyridin-1-yl)-N,N-dimethylacetamide